didecanol monomaleate C(\C=C/C(=O)O)(=O)O.C(CCCCCCCCC)O.C(CCCCCCCCC)O